1-bromo-N-(4-cyano-3-(trifluoromethyl)phenyl)cyclobutane-1-carboxamide BrC1(CCC1)C(=O)NC1=CC(=C(C=C1)C#N)C(F)(F)F